C[C@H]1[C@]23CC(C[C@H]2C=C([C@@H]3CC(=O)O1)C(=O)O)(C)C The molecule is a sesquiterpene lactone obtained by regioselective Bayer-Villiger oxidation of 1-deoxy-11-oxopentalenic acid. It has a role as a metabolite. It is a monocarboxylic acid, an organic heterotricyclic compound and a sesquiterpene lactone. It is a conjugate acid of a neopentalenolactone D(1-).